C(C)(C)C1=C(NC2=CC=C(C=C12)C1CCN(CC1)CC(C)(O)C)C1=CC=2N(C(=C1)OC)C=CN2 1-(4-(3-isopropyl-2-(5-methoxyimidazo[1,2-a]pyridin-7-yl)-1H-indol-5-yl)piperidin-1-yl)-2-methylpropan-2-ol